(R)-3-(1-(6-chloro-4-(trifluoromethyl)pyridazin-3-yl)pyrrolidin-2-yl)propionic acid ClC1=CC(=C(N=N1)N1[C@H](CCC1)CCC(=O)O)C(F)(F)F